F[C@@H]1[C@H]2CC[C@@H](CC1=O)N2C(=O)OC(C)(C)C |r| rac-tert-butyl (1R,2R,5S)-2-fluoro-3-oxo-8-azabicyclo[3.2.1]octane-8-carboxylate